(1s,2r)-2-((5-(imidazo[1,2-a]pyrimidin-6-yl)-4-methoxypyrrolo[2,1-f][1,2,4]triazin-2-yl)amino)cyclopentan-1-ol N=1C=CN2C1N=CC(=C2)C=2C=CN1N=C(N=C(C12)OC)N[C@H]1[C@H](CCC1)O